4-(((tert-butyldimethylsilyl)oxy)methyl)pyrimidine-2-carbonitrile [Si](C)(C)(C(C)(C)C)OCC1=NC(=NC=C1)C#N